F[C@@H](CN(CC[C@@H](C(=O)O)NC(=O)N(C)CC(C)C)CCCCC1=NC=2NCCCC2C=C1)COC (S)-4-(((S)-2-fluoro-3-methoxypropyl)(4-(5,6,7,8-tetrahydro-1,8-naphthyridin-2-yl)butyl)amino)-2-(3-isobutyl-3-methylureido)butanoic acid